OC1(COCC1)C1=NC=C(C=N1)C1=CC2=C(N=C3N2[C@H]2C4=C(C(N([C@@H]3C2)C([2H])([2H])[2H])=O)C=CC=C4C#CC)C=C1 (7R,14R)-11-(2-(3-hydroxytetrahydrofuran-3-yl)pyrimidin-5-yl)-6-(methyl-d3)-1-(prop-1-yn-1-yl)-6,7-dihydro-7,14-methanobenzo[f]benzo[4,5]imidazo[1,2-a][1,4]diazocin-5(14H)-one